tert-Butyl 3-(((5-(3'-methyl-2'-oxo-2',3'-dihydrospiro[cyclobutane-1,1'-pyrrolo[2,3-c]quinolin]-8'-yl)-3-(methylsulfonamido)pyridin-2-yl)oxy)methyl)azetidine-1-carboxylate CN1C(C2(C3=C1C=NC=1C=CC(=CC31)C=3C=C(C(=NC3)OCC3CN(C3)C(=O)OC(C)(C)C)NS(=O)(=O)C)CCC2)=O